OCCCC(CCCC(CCC=O)C)C 11-hydroxy-4,8-dimethylundecaldehyde